8-bromo-7-methoxy-1,6-naphthyridin-4-ol BrC=1C(=NC=C2C(=CC=NC12)O)OC